ClC1=C(C=C(C=C1)C1OC(C(C(C1O)O)O)SC)CC1=CC=C(C=C1)OC[C@@H]1OC1 2-[4-chloro-3-[[4-[[(2R)-oxiran-2-yl]methoxy]phenyl]methyl]phenyl]-6-methylsulfanyl-tetrahydropyran-3,4,5-triol